COC(CN1CCC(CC1)N1N=CC=C1)(C)C 1-(1-(2-methoxy-2-methylpropyl)piperidin-4-yl)-1H-pyrazol